(R)-4-((2-(3-Aminopiperidin-1-yl)-1H-benzo[d]imidazol-1-yl)methyl)benzonitril N[C@H]1CN(CCC1)C1=NC2=C(N1CC1=CC=C(C#N)C=C1)C=CC=C2